C(C)(C)OC(=O)N1CCN(CC1)C1=NC=2N(C=C1)N=CC2 4-(pyrazolo[1,5-a]pyrimidin-5-yl)piperazine-1-carboxylic acid isopropyl ester